OCCNC=1N(C=2C(=NC(=CC2)C2=C(C=C(C=C2)C(F)(F)F)O)N1)C 2-(2-((2-hydroxyethyl)amino)-1-methyl-1H-imidazo[4,5-b]pyridin-5-yl)-5-(trifluoromethyl)phenol